The molecule is an 18-HEPE that consists of (5Z,8Z,11Z,14Z,16E)-icosapentaenoic in which the 18-hydroxy group has S-configuration. It has a role as an anti-inflammatory agent, a human blood serum metabolite and a human xenobiotic metabolite. It is a conjugate acid of a 18(S)-HEPE(1-). It is an enantiomer of a 18(R)-HEPE. CC[C@@H](/C=C/C=C\\C/C=C\\C/C=C\\C/C=C\\CCCC(=O)O)O